CNCC[C@H](C1=CC=CC=C1)OC1=C(C=CC=C1)I (R)-N-methyl-3-(2-iodophenoxy)-3-phenylpropanamine